3H-1,2-dithiole-3-thioone S1SC(C=C1)=S